[Cl-].C(CCCCCCC\C=C/CCCCCCCC)(=O)OCC(C[N+](C)(C)C)OC(CCCCCCC\C=C/CCCCCCCC)=O 1,2-dioleoyloxy-3-trimethylammoniopropane chloride